1,3,5-tris(2-hydroxyethyl)-hexahydro-triazine OCCN1NN(CC(C1)CCO)CCO